FCC1N(CCNC1)CC=1N=NC=CC1 3-((2-(fluoromethyl)piperazin-1-yl)methyl)pyridazine